6-(3-(Azetidin-1-yl)phenyl)-5,7-dimethyl-2-(3-morpholinophenyl)-2,6-dihydro-1H-pyrrolo[3,4-d]pyridazin-1-one N1(CCC1)C=1C=C(C=CC1)N1C(=C2C(N(N=CC2=C1C)C1=CC(=CC=C1)N1CCOCC1)=O)C